7-amino-N-(2-{9-amino-1-oxa-7-azaspiro[4.4]nonan-7-yl}-5,6,7,8-tetrahydroquinolin-6-yl)-3-methylthieno[2,3-b]pyrazine-6-carboxamide NC1=C(SC2=NC(=CN=C21)C)C(=O)NC2CC=1C=CC(=NC1CC2)N2CC1(CCCO1)C(C2)N